C1(CCCC1)N1N=CC(=C1)C1=CN=C(C2=CC(=C(C=C12)C(=O)N)OC(C)C)O[C@H]1CNCCC1 (R)-4-(1-cyclopentyl-1H-pyrazol-4-yl)-7-isopropoxy-1-(piperidin-3-yloxy)isoquinoline-6-carboxamide